ethyl methylethylaminobenzoate CC=1C(=C(C(=O)OCC)C=CC1)NCC